2-chloro-9,9-dimethyl-8,9-dihydro-7H-cyclopenta[d]imidazo[1,2-b]pyridazine-7-carboxamide ClC=1N=C2N(N=CC3=C2C(CC3C(=O)N)(C)C)C1